2-[2-(imidazo[1,2-a]pyridin-2-ylmethylcarbamoyl)indan-2-yl]acetic acid N=1C(=CN2C1C=CC=C2)CNC(=O)C2(CC1=CC=CC=C1C2)CC(=O)O